(3-(4-carboxybenzyl)-1,2,3-oxadiazol-3-ium-5-yl)((3-(2-phenylacetamido)-5-(trifluoromethyl)phenyl)carbamoyl)amide C(=O)(O)C1=CC=C(C[N+]2=NOC(=C2)[N-]C(NC2=CC(=CC(=C2)C(F)(F)F)NC(CC2=CC=CC=C2)=O)=O)C=C1